diethylhexyl naphthoate C1(=CC=CC2=CC=CC=C12)C(=O)OC(CCCCC)(CC)CC